1-(4-(4-((5-methyl-4-((1-methyl-1H-benzo[d][1,2,3]triazol-5-yl)oxy)-2-(trifluoromethoxy)phenyl)amino)pyrido[3,2-d]pyrimidin-6-yl)piperazin-1-yl)prop-2-en-1-one CC=1C(=CC(=C(C1)NC=1C2=C(N=CN1)C=CC(=N2)N2CCN(CC2)C(C=C)=O)OC(F)(F)F)OC2=CC1=C(N(N=N1)C)C=C2